COC(=O)C=1N(C=CC1C)S(=O)(=O)C1=CC=CC=C1 3-methyl-1-(phenylsulfonyl)-1H-pyrrole-2-carboxylic acid methyl ester